N-(phenyl-d4)-4-(phenylnaphthalen-3-yl)aniline-d5 C1(=C(C(=C(C(=C1)[2H])[2H])[2H])[2H])N(C1=C(C(=C(C(=C1[2H])[2H])C=1C=C(C2=CC=CC=C2C1)C1=CC=CC=C1)[2H])[2H])[2H]